ClC1=C(C=2N=C(N=CC2C=N1)OCC1(CC1)CO)F 7-chloro-8-fluoro-2-[[1-(hydroxymethyl)cyclopropyl]methoxy]pyrido[4,3-d]pyrimidine